FC=1C(=C(C=C2C=CC(=CC12)OCCCCCN1CCC(CC1)C1=CC2=C(N(C(N2C)=O)C2C(NC(CC2)=O)=O)C=C1)O)N1S(NC(C1)=O)(=O)=O 3-[5-[1-[5-[[8-fluoro-6-hydroxy-7-(1,1,4-trioxo-1,2,5-thiadiazolidin-2-yl)-2-naphthyl]oxy]pentyl]-4-piperidyl]-3-methyl-2-oxo-benzimidazol-1-yl]piperidine-2,6-dione